O[C@]1(CN(CCC1)C=1C2=C(N=C(N1)OCC1(CC1)CN1CCOCC1)CN(C2)C(=O)C2=CC(=CC1=CC=CC(=C21)I)O)C (R)-(4-(3-hydroxy-3-methylpiperidin-1-yl)-2-((1-(morpholinomethyl)cyclopropyl)methoxy)-5,7-dihydro-6H-pyrrolo[3,4-d]pyrimidin-6-yl)(3-hydroxy-8-iodonaphthalen-1-yl)methanone